1-(4-((4-((4-((2-((3S,4S)-3,4-dimethoxypyrrolidin-1-yl)pyridin-4-yl)oxy)-2-fluorophenyl)amino)-7-methoxyquinazolin-6-yl)amino)piperidin-1-yl)prop-2-en-1-one CO[C@H]1CN(C[C@@H]1OC)C1=NC=CC(=C1)OC1=CC(=C(C=C1)NC1=NC=NC2=CC(=C(C=C12)NC1CCN(CC1)C(C=C)=O)OC)F